4-amino-1-(4-tert-butylphenyl)butan-1-ol NCCCC(O)C1=CC=C(C=C1)C(C)(C)C